2-azido-1-(4-bromophenyl)ethan-1-one N(=[N+]=[N-])CC(=O)C1=CC=C(C=C1)Br